3-((4-fluorophenyl)ethynyl)-4-(((1-(pyridin-4-yl)-1H-pyrazol-3-yl)methyl)sulfonyl)benzoic acid FC1=CC=C(C=C1)C#CC=1C=C(C(=O)O)C=CC1S(=O)(=O)CC1=NN(C=C1)C1=CC=NC=C1